N1CC=CC=C1 1H-pyridine